CC1=NN(C(=C1C1=CC=CC=C1)C)C1=CC=CC=C1 3,5-dimethyl-1,4-diphenyl-1H-pyrazole